(NE)-N-{(4S)-4-(3-amino-2-chlorophenyl)-1-[(2S,6R)-2,6-dimethyl-tetrahydropyran-4-yl]-4-methyl-6-oxohexahydropyrimidin-2-ylidene}carbamic acid tert-butyl ester C(C)(C)(C)OC(/N=C\1/N(C(C[C@@](N1)(C)C1=C(C(=CC=C1)N)Cl)=O)C1C[C@@H](O[C@@H](C1)C)C)=O